Cl.O[C@@H]([C@H](C)OC=1C=C(C=2N(C1)N=CC2C#N)C=2C=NC(=CC2)N2CCNCC2)C 6-(((2S,3R)-3-hydroxybut-2-yl)oxy)-4-(6-(piperazin-1-yl)pyridin-3-yl)pyrazolo[1,5-a]pyridine-3-carbonitrile hydrochloride